ethyl 2-diethylamino-α-cyanocinnamate C(C)N(C1=C(C=C(C(=O)OCC)C#N)C=CC=C1)CC